C(#N)[C@@H](C[C@H]1C(NCCC1)=O)NC(=O)[C@@H]1N(C[C@@H]2[C@H]1CC(C2)(F)F)C(=O)C=2NC1=C(C(=CC(=C1C2)F)C)F (1R,3aS,6aR)-N-((R)-1-cyano-2-((S)-2-oxopiperidin-3-yl)ethyl)-2-(4,7-difluoro-6-methyl-1H-indole-2-carbonyl)-5,5-difluorooctahydrocyclopenta[c]pyrrole-1-carboxamide